C1(CC1)C1=NC=NC(=C1C1=NN2C(C(=N1)NC([2H])([2H])C1=CC=C(C=C1)C=1N(C=C(N1)C(F)(F)F)C(C)C)=NC=C2)OC 2-(4-cyclopropyl-6-methoxypyrimidin-5-yl)-N-((4-(1-isopropyl-4-(trifluoromethyl)-1H-imidazol-2-yl)phenyl)methyl-d2)imidazo[2,1-f][1,2,4]triazin-4-amine